[Ca+2].C(CC(O)(C(=O)[O-])CC(=O)[O-])(=O)[O-].C(CC(O)(C(=O)[O-])CC(=O)[O-])(=O)[O-].[Ca+2].[Ca+2] citric acid calcium salt